perfluorophenyl (S)-2-(4-(4-chlorophenyl)-2,3,9-trimethyl-6H-thieno[3,2-f][1,2,4]triazolo[4,3-a][1,4]diazepin-6-yl)acetate ClC1=CC=C(C=C1)C1=N[C@H](C=2N(C3=C1C(=C(S3)C)C)C(=NN2)C)CC(=O)OC2=C(C(=C(C(=C2F)F)F)F)F